3-bromo-4-fluoro-bicyclo[4.2.0]oct-1(6),2,4-triene BrC1=CC=2CCC2C=C1F